BrC1=C2C(=C(N=C1)OC)N(C(=C2)C(C)N(C)C)COCC[Si](C)(C)C 1-(4-bromo-7-methoxy-1-{[2-(trimethylsilyl)ethoxy]methyl}-1H-pyrrolo[2,3-c]pyridin-2-yl)-N,N-dimethylethan-1-amine